tri-phenylphosphine C1(=CC=CC=C1)P(C1=CC=CC=C1)C1=CC=CC=C1